FC1=CC=C(C=C1)C1=C(N=CC(=N1)N)C=1C=C2C(=NC=NC2=CC1)C 6-(4-fluorophenyl)-5-(4-methylquinazolin-6-yl)pyrazin-2-amine